FC1=C(C(=CC=C1)OC)C=1C=C2C(=CN1)NN=C2C=2C=CC(=NC2)C(=O)NC 5-(5-(2-fluoro-6-methoxyphenyl)-1H-pyrazolo[3,4-c]pyridin-3-yl)-N-methylpyridinecarboxamide